NC1=NC=2C=C(C(=CC2C2=C1COC2)C(=O)N([C@H]2COC1=C2C=CC(=C1)C(F)(F)F)C1CC1)Cl 4-amino-7-chloro-N-cyclopropyl-N-((3R)-6-(trifluoromethyl)-2,3-dihydro-1-benzofuran-3-yl)-1,3-dihydrofuro[3,4-c]quinoline-8-carboxamide